FC1=C(C=C(C=C1)[C@@H]1CN2[C@H](CO1)CN(CC2)C(=O)C2=C(C(=CC=C2)OC)Cl)C2=CC=CC=C2 [(3R,9aS)-3-(4-Fluoro-3-phenylphenyl)-3,4,6,7,9,9a-hexahydro-1H-pyrazino[2,1-c][1,4]oxazin-8-yl]-(2-chloro-3-methoxyphenyl)methanon